2-amino-5-bromo-N-((1s,4s)-4-hydroxycyclohexyl)nicotinamide NC1=C(C(=O)NC2CCC(CC2)O)C=C(C=N1)Br